N-(3-acetamidophenyl)-3-(tert-butyl)-5-(isoindolin-2-yl)-7-(1H-pyrazol-4-yl)pyrazolo[1,5-a]pyrimidine-2-carboxamide C(C)(=O)NC=1C=C(C=CC1)NC(=O)C1=NN2C(N=C(C=C2C=2C=NNC2)N2CC3=CC=CC=C3C2)=C1C(C)(C)C